N1=CN=C2NC=NC2=C1N1CCSC(=C1)C1=CC=2CNCCC2S1 2-(4-(9H-purin-6-yl)-3,4-dihydro-2H-1,4-thiazin-6-yl)-4,5,6,7-tetrahydrothieno[3,2-c]pyridine